O=C1NC=2C(=NC=CC2)N1C(=O)NCCC1=CC=CC=C1 2-Oxo-N-phenethyl-1H-imidazo[4,5-b]pyridine-3(2H)-carboxamide